[4-(6-chloro-8-[(5-chloro-6-fluoro-1H-indazol-4-yl)oxy]-2-{[(3R,4R)-1-(2-methoxyethyl)-3-methylpiperidin-4-yl]oxy}pyrido[3,4-d]pyrimidin-4-yl)piperazin-1-yl]prop-2-en-1-one ClC1=CC2=C(N=C(N=C2N2CCN(CC2)C(C=C)=O)O[C@H]2[C@@H](CN(CC2)CCOC)C)C(=N1)OC1=C2C=NNC2=CC(=C1Cl)F